[Br-].NCCC[P+](C1=CC=CC=C1)(C1=CC=CC=C1)C1=CC=CC=C1 3-aminopropyl-(triphenyl)phosphonium bromide